C(C1=CC=CC=C1)OC(=O)NC1=CC=C(C=2C(=NN(C12)CC(=O)OCC)C1CCN(CC1)C(=O)OC(C)(C)C)C1=C(C=C2C=NN(C2=C1)C)F tert-butyl 4-(7-{[(benzyloxy)carbonyl]amino}-1-(2-ethoxy-2-oxoethyl)-5'-fluoro-1'-methyl-[4,6'-biindazol]-3-yl)piperidine-1-carboxylate